tert-butyl (2-(2-chloro-4-((((2-(2,6-dioxopiperidin-3-yl)-1-oxoisoindolin-5-yl)methoxy)carbonyl)amino)phenethoxy)ethyl)(methyl)carbamate ClC1=C(CCOCCN(C(OC(C)(C)C)=O)C)C=CC(=C1)NC(=O)OCC=1C=C2CN(C(C2=CC1)=O)C1C(NC(CC1)=O)=O